6-methyl-1,3,8-trihydroxyanthraquinone CC=1C=C2C(C=3C=C(C=C(C3C(C2=C(C1)O)=O)O)O)=O